ClC=1C=C(C=CC1F)NC(=O)C1=C(N=CN1C)C1CC2CC(CC2C1)(C=1C(=NN(C1)C1CCN(CC1)C)C(F)(F)F)O N-(3-Chloro-4-fluorophenyl)-4-(5-hydroxy-5-(1-(1-methylpiperidin-4-yl)-3-(trifluoromethyl)-1H-pyrazol-4-yl)octahydropentalen-2-yl)-1-methyl-1H-imidazole-5-carboxamide